(S)-oxaproline N1[C@@H](OCC1)C(=O)O